O=C(CC[C@H]1NC(OC1)=O)N1CC(C1)C=1C=NC(=NC1)C1(CC1)C(F)(F)F (4R)-4-[3-Oxo-3-(3-[2-[1-(trifluoro-methyl)cyclopropyl]pyrimidin-5-yl]azetidin-1-yl)propyl]oxazolidin-2-one